Cl.N[C@@H](C(=O)OC)CC1=CC(=CC=C1)Br methyl (2R)-2-amino-3-(3-bromophenyl)propanoate hydrochloride